ClC=1C=C(C=CC1C(=O)N1CC(C1)C)NC1CN(C1)C(=O)OC(C)(C)C tert-butyl 3-((3-chloro-4-(3-methylazetidine-1-carbonyl)phenyl)amino)azetidine-1-carboxylate